(R)-N-(2-(3-chloro-4-(6-(1-methylcyclopropoxy)-9-((4-methylpyridin-2-yl)methyl)-9H-purin-8-yl)phenoxy)ethyl)-2-hydroxypropanamide ClC=1C=C(OCCNC([C@@H](C)O)=O)C=CC1C=1N(C2=NC=NC(=C2N1)OC1(CC1)C)CC1=NC=CC(=C1)C